CC(C(=O)N)(CCCCCCCCCCCCCCCCC)C dimethyl-nonadecanamide